C(CCCCCCCCCCC\C=C\CCCCCCCC)(=O)N (E)-13-docosenoic acid amide